BrC=1C=C(C(=NC1)N)C=1OC(=NN1)C=1SC=C(N1)C(F)(F)F 5-bromo-3-(5-(4-(trifluoromethyl)thiazol-2-yl)-1,3,4-oxadiazol-2-yl)pyridin-2-amine